C(C)(=O)O.C(CCCCCCCCCCCCCCCCC)N stearylamine acetate